C1(=CC=CC=C1)NC(C1=CC=C(C=C1)C(C)(C)C)=O N-phenyl-4-tert-butylbenzamide